C1(CCC1)OC1=CN=CC(=N1)C1=CC(=C(C(=C1)F)N1CCCC1)F 1-[4-(6-Cyclobutoxy-pyrazin-2-yl)-2,6-difluoro-phenyl]-pyrrolidin